N-(2-(5-(((2R,3R,4S,5S,6R)-3,4,5-trihydroxy-6-(hydroxymethyl)tetrahydro-2H-pyran-2-yl)oxy)-1H-indol-3-yl)ethyl)acetamide O[C@H]1[C@H](O[C@@H]([C@H]([C@@H]1O)O)CO)OC=1C=C2C(=CNC2=CC1)CCNC(C)=O